FC1=C(C(=O)O)C(=CN=C1C(F)(F)F)OC1=CC=C(C=C1)OC(F)(F)F 3-fluoro-5-[4-(trifluoromethoxy)phenoxy]-2-(trifluoromethyl)isonicotinic acid